2-((1R,2S)-2-(4-fluorophenyl)cyclopropyl)isoindoline-1,3-dione FC1=CC=C(C=C1)[C@H]1[C@@H](C1)N1C(C2=CC=CC=C2C1=O)=O